COC=1C2=C(N=C(N1)N[C@H]1CC[C@H](CC1)OCCO)NC=C2C2=CC=1N(C=C2)N=CC1 2-((cis-4-((4-methoxy-5-(pyrazolo[1,5-a]pyridin-5-yl)-7H-pyrrolo[2,3-d]pyrimidin-2-yl)amino)cyclohexyl)oxy)ethan-1-ol